BrC1=CC=C(C=C1)N(C1=CC=C(C=C1)C1=CC2=CC=CC=C2C=C1)C1=CC=C(C=C1)C1=C(C=CC(=C1)C1=CC=CC=C1)C1=CC=CC=C1 4-bromophenyl-(2',5'-diphenyl-biphenyl-4-yl)-(4-naphthalen-2-yl-phenyl)amine